4-(2-amino-[1,2,4]triazolo[1,5-a]pyridin-7-yl)-N-(2-(cyclopentyloxy)-5-fluorobenzyl)-1-methyl-1H-indazole-6-carboxamide NC1=NN2C(C=C(C=C2)C2=C3C=NN(C3=CC(=C2)C(=O)NCC2=C(C=CC(=C2)F)OC2CCCC2)C)=N1